B(O)(O)O.C1(=CC=CC=C1)C(=O)C(O)C1=CC=CC=C1 benzoin borate